N-(3-methyl-4-nitrophenyl)-5,6,7,8-tetrahydro-2,6-naphthyridin-3-amine CC=1C=C(C=CC1[N+](=O)[O-])NC=1N=CC=2CCNCC2C1